O1CCC(=CC1)C1=NN2C(N(C(=C(C2=O)B(O)O)CC)CC(=O)NC2=C(C=C(C=C2)C(F)(F)F)C)=N1 (2-(3,6-dihydro-2H-pyran-4-yl)-5-ethyl-4-(2-((2-methyl-4-(trifluoromethyl)phenyl)amino)-2-oxoethyl)-7-oxo-4,7-dihydro-[1,2,4]triazolo[1,5-a]pyrimidin-6-yl)boronic acid